ethyl (((6-hydroxy-5'-methyl-4-pentyl-2'-(prop-1-en-2-yl)-1',2',3',4'-tetrahydro-[1,1'-biphenyl]-2-yl)oxy)(methyl)phosphoryl)-L-alaninate OC1=CC(=CC(=C1C1C(CCC(=C1)C)C(=C)C)OP(=O)(C)N[C@@H](C)C(=O)OCC)CCCCC